5-(2-fluorophenyl)-6-isopropyl-1H-pyrrolo[2,3-f]indazole FC1=C(C=CC=C1)N1C(=CC2=C1C=C1C=NNC1=C2)C(C)C